ON1C(=CC=CC1=O)CN1CCN(CCN(CCN(CC1)CP(=O)(O)O)CC=1N(C(C=CC1)=O)O)CP(O)(O)=O {4,10-Bis[(1-hydroxy-6-oxopyridin-2-yl)methyl]-7-(phosphonomethyl)-1,4,7,10-tetraazacyclododecan-1-yl}methylphosphonic acid